N[C@H]1CN(CCC1)CC1=COC2=C1C=C(C(=C2)C2=CC(=CC=C2)[N+](=O)[O-])C2=CC=C(C#N)C=C2 (R)-4-(3-((3-aminopiperidin-1-yl)methyl)-6-(3-nitrophenyl)benzofuran-5-yl)benzonitrile